4-methoxybenzyl-2-(5-methyl-2-furyl)-5H-pyrrolo[2,3-d]pyrimidin-6-one COC1=CC=C(CC=2C3=C(N=C(N2)C=2OC(=CC2)C)NC(C3)=O)C=C1